C(CCCCCCC)C1=NC(=CC2=C1NC1=CC=CC=C21)C(=O)OC methyl 1-octyl-9H-pyrido[3,4-b]indole-3-carboxylate